4-acetyl-N,N-dimethylbenzenesulfonamide C(C)(=O)C1=CC=C(C=C1)S(=O)(=O)N(C)C